CC1(OCC[C@H](C1)C1=NC2=CC=C(C=C2C=C1)C=C)C (R)-2-(2,2-dimethyltetrahydro-2H-pyran-4-yl)-6-vinylquinoline